C1(=CC=CC2=CC3=CC=CC=C3C=C12)N 1-Anthrylamine